C(=CCC)N buteneamine